2-Hydroxy-2-methyl-1-[4-(tert-butyl)phenyl]-1-propanone OC(C(=O)C1=CC=C(C=C1)C(C)(C)C)(C)C